COCCOCCO[C@@H]([C@H](OCCOCCOC)O)O (9S,10S)-2,5,8,11,14,17-hexaoxaoctadecane-9,10-diol